5-{2-[(2R,4S)-4-[(4-methanesulfonylphenoxy)methyl]-2-methylpyrrolidin-1-yl]ethyl}benzene-1,3-dicarbonitrile CS(=O)(=O)C1=CC=C(OC[C@H]2C[C@H](N(C2)CCC=2C=C(C=C(C2)C#N)C#N)C)C=C1